C(C)(C)(C)OC(=O)N1C(CCC1)C(NC=1SC=C(N1)C1=NC(=CC=C1)N1C[C@@H](O[C@@H](C1)C)C)=O tert-butyl-2-((4-(6-((2S,6R)-2,6-dimethylmorpholino)pyridin-2-yl)thiazol-2-yl)carbamoyl)pyrrolidine-1-carboxylate